p-cyanostyrene tert-butyl-4-(chlorocarbonyl)piperazine-1-carboxylate C(C)(C)(C)OC(=O)N1CCN(CC1)C(=O)Cl.C(#N)C1=CC=C(C=C)C=C1